C(C)(=O)C1=CC=C2C(=N1)N(C(=C2)C2=NC1=C(N2C2CC2)C=CC(=C1)C(=O)OC)COCC[Si](C)(C)C methyl 2-(6-acetyl-1-((2-(trimethylsilyl)ethoxy)methyl)-1H-pyrrolo[2,3-b]pyridin-2-yl)-1-cyclopropyl-1H-benzo[d]imidazole-5-carboxylate